1-(4-(((6-amino-5-(4-methoxyphenyl)pyrimidin-4-yl)amino)methyl)piperidin-1-yl)prop-2-en-1-one NC1=C(C(=NC=N1)NCC1CCN(CC1)C(C=C)=O)C1=CC=C(C=C1)OC